OS(=O)(=O)C(F)(F)F.CC=1N(C=CN1)CCCCN1C(=NC=C1)C 1,4-bis(2-methyl-1H-imidazol-1-yl)butane triflate